4-(4-(2-chloro-5-fluorophenoxy)piperidin-1-yl)-2-(methoxymethoxy)benzohydrazide ClC1=C(OC2CCN(CC2)C2=CC(=C(C(=O)NN)C=C2)OCOC)C=C(C=C1)F